N-(((2S,3R,6R)-2,6-dimethylmorpholin-3-yl)methyl)-3-ethyl-5-(trifluoromethyl)pyrazin-2-amine hydrochloride Cl.C[C@H]1[C@H](NC[C@H](O1)C)CNC1=NC=C(N=C1CC)C(F)(F)F